2,5-difluoro-1,4-benzenedicarboxylic acid FC1=C(C=C(C(=C1)C(=O)O)F)C(=O)O